(R)-3-(3-fluoro-phenyl)-N-(2-hydroxy-1-naphthalen-2-yl-ethyl)-propionamide FC=1C=C(C=CC1)CCC(=O)N[C@@H](CO)C1=CC2=CC=CC=C2C=C1